9,10-bis(2-phenoxyethoxy)anthracene O(C1=CC=CC=C1)CCOC=1C2=CC=CC=C2C(=C2C=CC=CC12)OCCOC1=CC=CC=C1